N-(2-acetamido-4-((4-(7-fluoro-1H-indol-3-yl)-5-methoxypyrimidin-2-yl)amino)phenyl)-N-(2-(dimethylamino)ethyl)acetamide C(C)(=O)NC1=C(C=CC(=C1)NC1=NC=C(C(=N1)C1=CNC2=C(C=CC=C12)F)OC)N(C(C)=O)CCN(C)C